Methyl 6-chloro-3-[[(1R)-1-[3,6-dimethyl-4-oxo-2-(3-pyridyl)chromen-8-yl]ethyl]amino]pyridine-2-carboxylate ClC1=CC=C(C(=N1)C(=O)OC)N[C@H](C)C=1C=C(C=C2C(C(=C(OC12)C=1C=NC=CC1)C)=O)C